methyl (E)-3-(4-hydroxyphenyl)prop-2-enoate OC1=CC=C(C=C1)/C=C/C(=O)OC